methyl-3-bromo-6-chloropicoline CC1=C(C(=NC(=C1)Cl)C)Br